2-[3-(morpholine-4-sulfonyl)-4H,5H,6H,7H-pyrazolo[1,5-a]pyrazine-5-carbonyl]-1H-indole N1(CCOCC1)S(=O)(=O)C=1C=NN2C1CN(CC2)C(=O)C=2NC1=CC=CC=C1C2